OC1=CC=C(C=C1)[C@H](C[N+](=O)[O-])C(C(=O)OCC)C(=O)OCC (R)-Diethyl 2-[1-(4-hydroxyphenyl)-2-nitroethyl]malonate